5-chloro-2-methyl-N-((1r,4r)-4-((3-(6-(4-methylpiperazin-1-yl)pyridazin-3-yl)-2-oxo-2,3-dihydro-1H-benzo[d]imidazol-1-yl)methyl)cyclohexyl)nicotinamide ClC=1C=NC(=C(C(=O)NC2CCC(CC2)CN2C(N(C3=C2C=CC=C3)C=3N=NC(=CC3)N3CCN(CC3)C)=O)C1)C